1,1-dimethoxy-3,7-dimethyl-2,6-octadiene COC(C=C(CCC=C(C)C)C)OC